4-(methyl-(piperidin-4-yl)amino)butan-1-ol CN(CCCCO)C1CCNCC1